CC1(CNC1)OC1=C(C(=CC(=C1F)F)F)F 3-methyl-3-(2,3,5,6-tetrafluorophenoxy)azetidine